C1(CC1)NC(=O)C=1C=C(C(N(C1)[C@H](C)C=1C=C(C=CC1)C)=O)C(=O)NC |r| rac-N5-cyclopropyl-N3-methyl-2-oxo-1-(1-(m-tolyl)ethyl)-1,2-dihydropyridine-3,5-dicarboxamide